tert-butyl (2r,3r,4s,5s)-carbonate C(OC(C)(C)C)([O-])=O